tert-butyl (S)-4-(6-fluoro-1-(4-(3-hydroxypropoxy)-2-isopropylpyridin-3-yl)-7-(1H-indazol-7-yl)-2-oxo-1,2-dihydropyrido[2,3-d]pyrimidin-4-yl)-3-methylpiperazine-1-carboxylate FC1=CC2=C(N(C(N=C2N2[C@H](CN(CC2)C(=O)OC(C)(C)C)C)=O)C=2C(=NC=CC2OCCCO)C(C)C)N=C1C=1C=CC=C2C=NNC12